ClC1=NC(=C2N=CN(C2=N1)CC(=O)NC1=CC(=C(C=C1)OC)OC)Cl (2,6-dichloro-9H-purin-9-yl)-N-(3,4-dimethoxyphenyl)acetamide